(R)-2-((2-ethyl-6-(1-(2-(3-hydroxypyrrolidin-1-yl)-2-oxoethyl)piperidin-4-yl)imidazo[1,2-a]pyridin-3-yl)(methyl)amino)-4-(4-fluorophenyl)thiazole-5-carbonitrile C(C)C=1N=C2N(C=C(C=C2)C2CCN(CC2)CC(=O)N2C[C@@H](CC2)O)C1N(C=1SC(=C(N1)C1=CC=C(C=C1)F)C#N)C